2-[2-(aminomethyl)-3,3-difluoro-allyl]-4-[5-(1-ethylpyrazol-4-yl)-3-fluoro-2-pyridyl]-1,2,4-triazol-3-one NCC(CN1N=CN(C1=O)C1=NC=C(C=C1F)C=1C=NN(C1)CC)=C(F)F